C(C=C)(=O)NC(CS(=O)(=O)[O-])(C)C.[K+] potassium 2-acrylamido-2-methyl-1-propanesulfonate